caprylic acid oleyl ester C(CCCCCCC\C=C/CCCCCCCC)OC(CCCCCCC)=O